N-(4-{[6-(5-chloro-2-fluoro-phenyl)-3-(2-methoxyethoxy)-pyridazin-4-yl]amino}pyridin-2-yl)-3-[4-(2,2,2-trifluoro-ethyl)piperazin-1-yl]propan-amide ClC=1C=CC(=C(C1)C1=CC(=C(N=N1)OCCOC)NC1=CC(=NC=C1)NC(CCN1CCN(CC1)CC(F)(F)F)=O)F